spiro[8-azabicyclo[3.2.1]octane-3,3'-azetidin] N1CC2(C1)CC1CCC(C2)N1